NC1CN(C1)CC1=CC=C(C=C1)N1C(=NC=2C1=NC(=CC2)C2=CC=CC=C2)C=2C(=NC=CC2)N 3-(3-(4-((3-Aminoazetidin-1-yl)methyl)phenyl)-5-phenyl-3H-imidazo[4,5-b]pyridin-2-yl)pyridin-2-amine